NC1=C(C(=NN1C1CCOCC1)C1=CC=C(C=C1)Br)C#N 5-amino-3-(4-bromobenzeneYl)-1-tetrahydropyran-4-yl-pyrazole-4-carbonitrile